BrC1=CC=C2C(C(NC2=C1F)=O)=O 6-bromo-7-fluoro-2,3-dihydro-1H-indole-2,3-dione